C(=C)C1(CCC(O1)C(C=O)C)C 2-(5-vinyl-5-methyltetrahydrofuran-2-yl)-propionaldehyde